BrC=1C=CC(=NC1CC1N(C(C2=CC=CC=C12)=O)CC1=CC2=C(NC(O2)=O)C=C1)C#N 5-bromo-6-((3-oxo-2-((2-oxo-2,3-dihydrobenzo[d]oxazol-6-yl)methyl)isoindolin-1-yl)methyl)picolinonitrile